(R)-6-((5,5-difluoro-1-methylpiperidin-3-yl)amino)-3-(4-hydroxybenzo[b]thiophen-5-yl)-4-methyl-1,2,4-triazine-5(4H)-one FC1(C[C@H](CN(C1)C)NC=1C(N(C(=NN1)C1=C(C2=C(SC=C2)C=C1)O)C)=O)F